C(C)(C)(C)C1=NC=NC(=C1C=1N=CC2=C(N1)C=CN2)OC 2-(4-tert-butyl-6-methoxy-pyrimidin-5-yl)-5H-pyrrolo[3,2-d]pyrimidine